ClC=1C(=CC(=C(CN2[C@@H](CCCC2)C(=O)O)C1)OC([2H])([2H])[2H])\C=C\C=1C(=C(C=CC1)C1=CC=CC=C1)C (S,E)-1-(5-Chloro-2-(methoxy-d3)-4-(2-(2-methyl-[1,1'-biphenyl]-3-yl)Vinyl)benzyl)piperidine-2-carboxylic acid